7-methoxy-2-(3-((4-phenylpiperazin-1-yl)methyl)benzyl)imidazo[1,2-c]quinazolin-5-amine COC1=CC=CC=2C=3N(C(=NC12)N)C=C(N3)CC3=CC(=CC=C3)CN3CCN(CC3)C3=CC=CC=C3